(6aR,7R,10aS)-2-(3-cyclopropylpyridin-4-yl)-4-(2-fluorophenyl)-7,10a-dimethyl-8-oxo-5,6,6a,7,8,10a-hexahydrobenzo[h]quinazoline-9-carbonitrile C1(CC1)C=1C=NC=CC1C1=NC=2[C@]3([C@H](CCC2C(=N1)C1=C(C=CC=C1)F)[C@H](C(C(=C3)C#N)=O)C)C